methyl 5-[tert-butoxycarbonyl-[(4-methoxyphenyl) methyl] amino]-2,2-dimethyl-pentanoate C(C)(C)(C)OC(=O)N(CCCC(C(=O)OC)(C)C)CC1=CC=C(C=C1)OC